8-Chloro-N-(3-methyloxetan-3-yl)-3-(5-(trifluoromethyl)-1,3,4-thiadiazol-2-yl)-N-((2-(trimethylsilyl)ethoxy)methyl)imidazo[1,5-a]pyridine-6-sulfonamide ClC=1C=2N(C=C(C1)S(=O)(=O)N(COCC[Si](C)(C)C)C1(COC1)C)C(=NC2)C=2SC(=NN2)C(F)(F)F